C(CCCCCCCCCCC)C(=S)SC(C(=O)OC)(C)C methyl 2-(dodecylthiocarbonylthio)-2-methylpropionate